C(CCCCCC(C)C)OC(=O)C1CCC(CC1)C(=O)OCCCCCCC(C)C.C(C1CO1)OCCC[Si](OC)(OC)OC 3-(2,3-epoxypropoxy)propyl-trimethoxysilane di(isononyl)cyclohexane-1,4-dicarboxylate